6-(4-fluorophenyl)-8-methoxyquinazolin-4-amine FC1=CC=C(C=C1)C=1C=C2C(=NC=NC2=C(C1)OC)N